C(C)OC(=O)C1=NN2C(C=C(C=C2)CO)=C1.C(#N)N1C[C@H](CC1)C(=O)NC=1N=CN(C1)C1=C(C=CC=C1)F (S)-1-cyano-N-(1-(2-fluorophenyl)-1H-imidazol-4-yl)pyrrolidine-3-carboxamide ethyl-5-(hydroxymethyl)pyrazolo[1,5-a]pyridine-2-carboxylate